3-(1-naphthalenyl)-5-(phosphonomethyl)-DL-phenylalanine C1(=CC=CC2=CC=CC=C12)C=1C=C(C[C@H](N)C(=O)O)C=C(C1)CP(=O)(O)O |r|